[2-[3-[[tert-butyl(diphenyl)silyl]oxymethyl]cyclobutyl]-5-nitro-indazol-6-yl]methanol [Si](C1=CC=CC=C1)(C1=CC=CC=C1)(C(C)(C)C)OCC1CC(C1)N1N=C2C=C(C(=CC2=C1)[N+](=O)[O-])CO